ClC1=CC=C(C=C1)C1=C(CCC(C1)(C)C)CN1CC(N(CC1)CC=1C=C2CN(C(C2=CC1F)=O)C1C(NC(CC1)=O)=O)C(F)(F)F 3-(5-((4-((4'-chloro-5,5-dimethyl-3,4,5,6-tetrahydro-[1,1'-biphenyl]-2-yl)methyl)-2-(trifluoromethyl)piperazin-1-yl)methyl)-6-fluoro-1-oxoisoindolin-2-yl)piperidine-2,6-dione